Ethyl 6-morpholinobenzo[b]thiophene-2-carboxylate O1CCN(CC1)C=1C=CC2=C(SC(=C2)C(=O)OCC)C1